C1=CC(=C(C(=C1)O)O)C2=C(C=CC=C2Cl)Cl The molecule is a hydroxybiphenyl that is catechol in which the hydrogen at position 3 has been replaced by a 2,6-dichlorophenyl group. It is a member of hydroxybiphenyls, a member of catechols and a dichlorobenzene. It derives from a biphenyl-2,3-diol.